BrC1=C(C=C2C[C@H](N3C(C2=C1)=C(C=C3C(=O)N3[C@](C[C@@H](C3)O)(C#N)C)CC(F)(F)F)C)OC (2R,4S)-1-((R)-9-bromo-8-methoxy-5-methyl-1-(2,2,2-trifluoroethyl)-5,6-dihydropyrrolo[2,1-a]isoquinoline-3-carbonyl)-4-hydroxy-2-methylpyrrolidine-2-carbonitrile